(E)-1-(4-(3-(aminomethyl)phenyl)piperidin-1-yl)-3-(4-hydroxy-3-methoxyphenyl)prop-2-en-1-one NCC=1C=C(C=CC1)C1CCN(CC1)C(\C=C\C1=CC(=C(C=C1)O)OC)=O